12H-indeno[1,2-j]Phenanthridine C1=CC=CC2=NC=C3C=C4C(=CC3=C12)CC=1C=CC=CC14